C(C)(C)(C)C1CCC(CC1)NC([C@H](C)NC(C1=NC=CC(=C1O)OC)=O)=O (S)-N-(1-((4-(tert-butyl)cyclohexyl)amino)-1-oxopropan-2-yl)-3-hydroxy-4-methoxypicolinamide